CSC1=CC=2N(C(C(=C(N2)C(F)(F)F)C2=CC=C(C=C2)OCC(F)(F)F)=O)C=C1 8-(methylsulfanyl)-3-(4-(2,2,2-trifluoroethoxy)phenyl)-2-(trifluoromethyl)-4H-pyrido[1,2-a]pyrimidin-4-one